((trans)-3-methyltetrahydro-2H-pyran-4-yl)-7H-pyrrolo[2,3-d]pyrimidine-6-carbonitrile C[C@@H]1COCC[C@H]1C=1N=CC2=C(N1)NC(=C2)C#N